O(C1=CC=CC=C1)C1=CC=C(C(=O)NCC(=O)O)C=C1 2-(4-phenoxybenzamido)acetic acid